C1(=CC=CC=C1)[Si](C1=CC=C(C=C1)CN1C2=CC=CC=C2C=2C(CCCC12)=O)(C1=CC=CC=C1)C1=CC=CC=C1 9-[(4-Triphenylsilylphenyl)methyl]-2,3-dihydro-1H-carbazol-4-one